FC=1C=CC=C2C(=NN(C12)C1=CC=C(C=C1)OC(F)(F)F)C1=CC(N(C=C1)CC1=NC(=NC=C1)NC)=O 4-(7-fluoro-1-(4-(trifluoromethoxy)phenyl)-1H-indazol-3-yl)-1-((2-(methylamino)pyrimidin-4-yl)methyl)pyridin-2(1H)-one